O=C1N(C(C2=CC=CC=C12)=O)CCCN1C(SC(C1=O)=CC1=CC=C(C=C1)F)=O 3-(3-(1,3-dioxoisoindolin-2-yl)propyl)-5-(4-fluorobenzylidene)thiazolidine-2,4-dione